5-(methyl(4'-methyl-[1,1'-biphenyl]-3-yl)amino)-[1,2,4]triazolo[4,3-a]quinazoline-8-carbaldehyde CN(C1=NC=2N(C3=CC(=CC=C13)C=O)C=NN2)C=2C=C(C=CC2)C2=CC=C(C=C2)C